1-(2-fluorobenzyl)-5-(isoxazol-3-yl)-1H-pyrazole-3-carboxamidine FC1=C(CN2N=C(C=C2C2=NOC=C2)C(=N)N)C=CC=C1